Cl.COC([C@@H](NC(=O)OCC1=CC=CC=C1)CN)=O 3-amino-N-(benzyloxycarbonyl)-L-alanine methyl ester hydrochloride